CN(CCS(=O)(=O)O)S.[Na].[Na] disodium methyl-mercapto-taurine